formiminohexahydropyrimidine C(=N)N1CNCCC1